3-(4-(1-((5-(4-fluorophenoxy)pyridin-2-yl)amino)-1-oxopropan-2-yl)piperazin-1-yl)benzamide FC1=CC=C(OC=2C=CC(=NC2)NC(C(C)N2CCN(CC2)C=2C=C(C(=O)N)C=CC2)=O)C=C1